C(C=C)(=O)N1C(CN(CC1)C=1N=C2C(=NC1)NC=C2C(=O)NCC(C)(F)F)(C)C 2-(4-acryloyl-3,3-dimethylpiperazin-1-yl)-N-(2,2-difluoro-propyl)-5H-pyrrolo[2,3-b]pyrazine-7-carboxamide